Cl.ClC=1C=C(C(=C(C1)O)C1=CC2=C(N=N1)N(C=C2)CC2C(CN(CC2)C)(F)F)C 5-Chloro-2-{7-[(3,3-difluoro-1-methylpiperidin-4-yl)methyl]-7H-pyrrolo[2,3-c]pyridazin-3-yl}-3-methylphenol hydrochloride